ClC=1C=C(C=C(C1F)Cl)C1(CC(=NO1)N1CC=2C=NC(=CC2C1)C(=O)NC(C(F)(F)F)(CC)C)C(F)(F)F 2-(5-(3,5-dichloro-4-fluorophenyl)-5-(trifluoromethyl)-4,5-dihydroisoxazol-3-yl)-N-(1,1,1-trifluoro-2-methylbutan-2-yl)-2,3-dihydro-1H-pyrrolo[3,4-c]pyridine-6-carboxamide